C1(CCCC(CCCCC)O1)=O epsilon-decanolactone